2-METHOXY-6-CARBOXYPYRIDINE-4-BORONIC ACID COC1=NC(=CC(=C1)B(O)O)C(=O)O